4-methyl-2,2-bipyridine CC1=CC(=NC=C1)C1=NC=CC=C1